2-(N-silylmethylamino)pyridine Dimethyl-AminoEthyl-Acrylate CC(=C(C(=O)O)CCN)C.[SiH3]CNC1=NC=CC=C1